tert-butyl (1R,3s,5S)-3-((2-methyl-4-nitrophenyl)amino)-8-azabicyclo[3.2.1]octane-8-carboxylate CC1=C(C=CC(=C1)[N+](=O)[O-])NC1C[C@H]2CC[C@@H](C1)N2C(=O)OC(C)(C)C